CN1CC(C1)(C)[C@@](O)(C=1C=NC=C(C1)C1COCC1)C1=CC=C(C=C1)C(C)C (R)-(1,3-dimethyl-azetidin-3-yl)-(4-isopropyl-phenyl)-[5-(tetrahydro-furan-3-yl)-pyridin-3-yl]-methanol